C1N(CC12CCOCC2)C2CCC(CC2)NC2=C1C=C(N(C1=CC=C2)CC(F)(F)F)C#CCN2C1=C(OCC2=O)C=C(C=C1)S(=O)(=O)C 4-(3-(4-(((1R,4R)-4-(7-oxa-2-azaspiro[3.5]nonan-2-yl)cyclohexyl)amino)-1-(2,2,2-trifluoroethyl)-1H-indol-2-yl)prop-2-yn-1-yl)-7-(methylsulfonyl)-2H-benzo[b][1,4]oxazin-3(4H)-one